C12CC(C1)C2 BICYCLO[1.1.1]PENTAN